C(OCC1OC2=C(C3=C(N=C(S3)C3=C4N=CC(=NC4=CC(=C3)C)OC)C(=C2)C(F)F)OC1)(=O)Cl (4-(difluoromethyl)-2-(2-methoxy-7-methylquinoxalin-5-yl)-7,8-dihydro-[1,4]dioxino[2',3':3,4]benzo[1,2-d]thiazol-7-yl)methyl carbonochloridate